ClC1=C(OCC=2C=C(C=CC2)CC2CCN(CC2)CC2=NC3=C(N2C[C@H]2OCC2)C=C(C=C3)C(=O)O)C=CC(=C1)Cl 2-{[4-({3-[(2,4-dichlorophenoxy)methyl]phenyl}methyl)piperidin-1-yl]methyl}-1-{[(2S)-oxetan-2-yl]methyl}-1H-1,3-benzodiazole-6-carboxylic acid